N-(4-amino-1H-pyrazolo[4,3-c]pyridin-7-yl)-N2-((5-carbamoylpyridin-2-yl)methyl)-N2-(pyrimidin-2-ylmethyl)oxalamide NC1=NC=C(C2=C1C=NN2)NC(C(=O)N(CC2=NC=CC=N2)CC2=NC=C(C=C2)C(N)=O)=O